ClC1=C2C(=CN=CC2=CC=C1)C(NC(=O)C1[C@@H]2C(C2CN1C(=O)C=1NC(=CC1)C1CC1)(C)C)C#N (S)-N-[(5-chloro-4-isoquinolyl)-cyano-methyl]-3-(5-cyclopropyl-1H-pyrrole-2-carbonyl)-6,6-dimethyl-3-azabicyclo[3.1.0]hexane-2-carboxamide